C(CC)OC(=O)[C@H]1[C@H](CC=CC1)C(=O)OCCC cis-dipropylcyclohex-4-en-1,2-dicarboxylate